ClCCCCC(=O)NCCNC(OC(C)(C)C)=O tert-butyl (2-(5-chloropentanamido)ethyl)carbamate